C(C)C1=C(O)C=CC(=C1O)CC 2,4-diethylresorcinol